1-β-D-arabinofuranosylcytosine phosphoramidite P(O)(O)N.[C@@H]1([C@@H](O)[C@H](O)[C@H](O1)CO)N1C(=O)N=C(N)C=C1